N(=[N+]=[N-])C(CN=[N+]=[N-])C1=CC=C(OCCC(=O)[O-])C=C1 3-(4-(1,2-diazidoethyl)phenoxy)-propanoate